P(=O)(O)(O)O.ClC(=C)C.ClC(=C)C.ClC(=C)C tris(2-chloropropene) phosphate